C(C)NC1=NC(=NC(=N1)S)S 6-ethylamino-1,3,5-triazine-2,4-dithiol